C(#N)C1=CC(=C(OC=2N=NC(=C(C2C(=O)NC2=CC(=CC=C2)SC)C)C2=CC=CC=C2)C=C1)OC 3-(4-cyano-2-methoxy-phenoxy)-5-methyl-N-(3-methylsulfanylphenyl)-6-phenyl-pyridazine-4-carboxamide